[Si](C)(C)(C(C)(C)C)OC[C@](C=O)(C)C=1C(=NC(=NC1)SC)Cl (2S)-3-[tert-butyl(dimethyl)silyl]oxy-2-(4-chloro-2-methylsulfanyl-pyrimidin-5-yl)-2-methyl-propanal